C(C)(C)(C)OC(=O)N1CC[C@@H](C2=CC=CC=C12)NCC=1C(=NC(=NC1)SC)NC1COCC1.C(C)O[Si](CC(CCCC)[Si](OCC)(OCC)OCC)(OCC)OCC 1,2-bis(triethoxysilyl)hexane (4S)-tert-butyl-4-(((2-(methylthio)-4-((tetrahydrofuran-3-yl)amino)pyrimidin-5-yl)methyl)amino)-3,4-dihydroquinoline-1(2H)-carboxylate